N-[(1S)-5-[2-(2-aminopyridin-3-yl)-5-methylimidazo[4,5-b]pyridin-3-yl]-2,3-dihydro-1H-inden-1-yl]acetamide NC1=NC=CC=C1C1=NC=2C(=NC(=CC2)C)N1C=1C=C2CC[C@@H](C2=CC1)NC(C)=O